2,2-dimethylindan CC1(CC2=CC=CC=C2C1)C